trans-N-(3-aminopropyl)-4-[[2-chloro-6-[4-[4-[(4R)-4-(methylamino)-2-oxo-pyrrolidin-1-yl]phenyl]sulfonylpiperazin-1-yl]-4-pyridinyl]-difluoro-methyl]cyclohexanecarboxamide NCCCNC(=O)[C@@H]1CC[C@H](CC1)C(F)(F)C1=CC(=NC(=C1)N1CCN(CC1)S(=O)(=O)C1=CC=C(C=C1)N1C(C[C@H](C1)NC)=O)Cl